(R)-N-(5-(3-(difluoromethyl)isoxazol-5-yl)-2,3-dihydro-1H-inden-1-yl)-2-methylisonicotinamide FC(C1=NOC(=C1)C=1C=C2CC[C@H](C2=CC1)NC(C1=CC(=NC=C1)C)=O)F